NC1=C2C(=NC=N1)N(N=C2C2=CC=C(C=C2)NC(=O)NC2=C(C=CC(=C2)C(F)(F)F)F)C(C)C 1-[4-(4-amino-1-prop-2-ylpyrazolo[3,4-d]pyrimidin-3-yl)phenyl]-3-[2-fluoro-5-(trifluoromethyl)phenyl]urea